sulfonyl-3-(6-fluoro-4-azaspiro[2.4]heptan-4-yl)indazole S(=O)(=O)=C1C2=C(N=NC2=CC=C1)N1C2(CC2)CC(C1)F